1-(3-trifluoromethyl-1H-pyrazol-1-yl)-2,4,6-triphenylpyridine FC(C1=NN(C=C1)N1C(C=C(C=C1C1=CC=CC=C1)C1=CC=CC=C1)C1=CC=CC=C1)(F)F